(3,3,3-trifluoro-n-propyl)(2-ethylpiperidinyl)dimethoxysilane FC(CC[Si](OC)(OC)N1C(CCCC1)CC)(F)F